BrCCC1=CC=C(C=C1)OCOC 1-(2-bromoethyl)-4-(methoxymethoxy)-benzene